CC1(C2C(N(C(C12)=O)CC=1C(=NC=CC1)C#N)=O)C (6,6-dimethyl-2,4-dioxo-3-azabicyclo[3.1.0]hexan-3-yl)methylpicolinonitrile